C(C)(C)(C)OC(=O)N1C(C2=CC=CC(=C2C1NC1=NC(=C(C=C1)C1(CC1)OC)C#N)C1=CN=C2N1C=CC(=C2)F)=O ((6-cyano-5-(1-methoxycyclopropyl)pyridin-2-yl)amino)-4-(7-fluoroimidazo[1,2-a]pyridin-3-yl)-1-oxoisoindoline-2-carboxylic acid tert-butyl ester